N-[2-(4-carbamoyl-butoxy)-phenyl]-4-chloro-3-(6-chloro-4-methyl-pyridin-3-yl)-N-methyl-benzamide C(N)(=O)CCCCOC1=C(C=CC=C1)N(C(C1=CC(=C(C=C1)Cl)C=1C=NC(=CC1C)Cl)=O)C